1-(dimethylamino)benzotriazole CN(N1N=NC2=C1C=CC=C2)C